Cl.C(C)(C)(C)OC(=O)N(C=1C=2N(N=C(C1)NC1CCN(CC1)C(=O)OC(C)(C)C)C(=CN2)C(C)C)CC2=C(C=CC=C2)OC(F)(F)F tert-butyl 4-((8-((tert-butoxycarbonyl)(2-(trifluoromethoxy)benzyl)amino)-3-isopropylimidazo[1,2-b]pyridazin-6-yl)amino)piperidine-1-carboxylate hydrochloride